CC(CC)(CCCCCCCCCCCC)C1=NOC(N1)=O 3-(3-methylpentadecan-3-yl)-1,2,4-oxadiazol-5(4H)-one